BrCC1=CC(OC2=CC(=CC=C12)N(CC)CC)=O 4-(bromomethyl)-7-(diethylamino)coumarin